C(CCC)C1=NC=2NC(NC(C2N1)=O)=O butyl-xanthine